CC1(C(C=CC=C1)C(=O)C(=O)C1=CC=CC=C1)C 2,2-dimethyl-benzil